O(S(=O)(=O)C(F)(F)F)S(=O)(=O)C(F)(F)F trifluoromethylsulfonyl (triflate)